(S)-6-ethyl-5-(isopropyl(methyl)amino)-3-((3-(3-(2-(methylamino)propanamido)propoxy)phenyl)amino)pyrazine-2-carboxamide C(C)C1=C(N=C(C(=N1)C(=O)N)NC1=CC(=CC=C1)OCCCNC([C@H](C)NC)=O)N(C)C(C)C